O=C1NC(CCC1N1CC2=CC=C(C(=C2C1=O)C)C#N)=O 2-(2,6-dioxopiperidin-3-yl)-4-methyl-3-oxoisoindoline-5-carbonitrile